BrC=1C=CC=2N(C3=CC=C(C=C3C2C1)[N+](=O)[O-])C1=CC=C(C=C1)OCCOCCOCC 3-bromo-9-(4-(2-(2-ethoxyethoxy)ethoxy)phenyl)-6-nitro-9H-carbazole